COC=1C=C2C=C(NC2=CC1)C(=O)N1CCC(CC1)C=1C=C2CN(C(C2=CC1)=O)C1C(NC(CC1)=O)=O 3-(5-(1-(5-methoxy-1H-indole-2-carbonyl)piperidin-4-yl)-1-oxoisoindolin-2-yl)piperidine-2,6-dione